(2S,4R)-1-(2-(3-acetyl-7-methyl-5-(2-methylpyrimidin-5-yl)-1H-indazol-1-yl)acetyl)-N-(6-bromopyridin-2-yl)-4-methylpyrrolidine-2-carboxamide C(C)(=O)C1=NN(C2=C(C=C(C=C12)C=1C=NC(=NC1)C)C)CC(=O)N1[C@@H](C[C@H](C1)C)C(=O)NC1=NC(=CC=C1)Br